CN1CCC(CC1)N1N=CC2=CC(=CC=C12)[N+](=O)[O-] 1-(1-methyl-4-piperidyl)-5-nitro-indazole